C1CCCN1 5-azacyclopentane